3-(4-(2H-tetrazol-5-yl)piperidin-1-yl)-2-(4-(2-methoxyethoxy)phenyl)-5-((2,2,2-trifluoroethoxy)methyl)pyrazine N=1NN=NC1C1CCN(CC1)C=1C(=NC=C(N1)COCC(F)(F)F)C1=CC=C(C=C1)OCCOC